[F-].C(CCCCCCCCCCC)[N+]1=CC=C(C=C1)CCC 1-dodecyl-4-propylpyridinium fluoride salt